N(=[N+]=[N-])CCC=1OC2=C(C1)C=C(C=C2[C@@H](C)N[S@](=O)C(C)(C)C)F (R)-N-((1R)-1-(2-(2-azidoethyl)-5-fluorobenzofuran-7-yl)ethyl)-2-methylpropan-2-sulfinamide